OCC1=CC(=C2CN(C(C2=C1)=O)C1=CC(=CC=C1)C1(COC1)CC1=NN=CN1C)C(F)(F)F 6-(hydroxymethyl)-2-(3-(3-((4-methyl-4H-1,2,4-triazol-3-yl)methyl)oxetan-3-yl)phenyl)-4-(trifluoromethyl)isoindolin-1-one